2-(3-(5-amino-6-(2,3-dihydro-1H-pyrrolo[2,3-b]pyridine-1-carbonyl)pyrazin-2-yl)-4-methylphenyl)-3,3,3-trifluoro-2-hydroxypropanamide NC=1N=CC(=NC1C(=O)N1CCC=2C1=NC=CC2)C=2C=C(C=CC2C)C(C(=O)N)(C(F)(F)F)O